C(C)OC(=O)[C@@H]1CC[C@H](CC1)OCC1=CC(=CC(=C1)F)Cl trans-4-[(3-chloro-5-fluorobenzyl)oxy]cyclohexane-1-carboxylic acid ethyl ester